FC=1C=C(N)C=C(C1OC1=C2C(=NC=C1)N(C=C2C2=NN(C=C2)C(C)C)COCC[Si](C)(C)C)F 3,5-difluoro-4-[(3-[1-(propan-2-yl)-1H-pyrazol-3-yl]-1-{[2-(trimethylsilyl)ethoxy]methyl}-1H-pyrrolo[2,3-b]pyridin-4-yl)oxy]aniline